C(C)(=O)OCC(CC1=C(N(C2=CC=C(C=C12)Br)CC)C=1C(=NC=C(C1)OC=1C=NC=CC1)[C@H](C)OC)(C)C (S)-3-(5-bromo-1-ethyl-2-(2-(1-methoxyethyl)-5-(pyridin-3-yloxy)pyridin-3-yl)-1H-indol-3-yl)-2,2-dimethylpropyl acetate